C(CC)C1=NC(=C2NC=NC2=N1)NCC=C(C)C 2-propyl-N6-2-isopentenyl-adenine